3-(3,4-difluorophenyl)-4,5-dimethyl-N-(2-(methylsulfonyl)pyridin-4-yl)-5-(trifluoromethyl)tetrahydrofuran-2-carboxamide FC=1C=C(C=CC1F)C1C(OC(C1C)(C(F)(F)F)C)C(=O)NC1=CC(=NC=C1)S(=O)(=O)C